O=C1N(CC(N1)=O)C1=CC=C(C=N1)[C@@H](CCN1CCC(CC1)O)NC(=O)C=1SC2=NC=3CC[C@](CC3C=C2N1)(C(C)C)F (S)-N-((R)-1-(6-(2,4-dioxoimidazolidin-1-yl)pyridin-3-yl)-3-(4-hydroxypiperidin-1-yl)propyl)-7-fluoro-7-isopropyl-5,6,7,8-tetrahydrothiazolo[5,4-b]quinoline-2-carboxamide